3-chloro-N-ethyl-4-(6-(1-methylcyclopropoxy)-9-((4-methylpyridin-2-yl)methyl)-9H-purin-8-yl)benzamide ClC=1C=C(C(=O)NCC)C=CC1C=1N(C2=NC=NC(=C2N1)OC1(CC1)C)CC1=NC=CC(=C1)C